OCC1C(C1)C(C(=O)OCC)(C)C ethyl 2-(2-(hydroxymethyl) cyclopropyl)-2-methyl-propionate